4-(3-chloro-4-fluorophenyl)-7-ethyl-7H-imidazo[4,5-c]Pyridazine ClC=1C=C(C=CC1F)C=1C2=C(N=NC1)N(C=N2)CC